2-{[(2-amino-6-{[(dimethylcarbamoyl)amino]methyl}phenyl)carbamothioyl]amino}-2-[3-(trifluoromethyl)phenyl]propyl 2,2-dimethylpropanoate CC(C(=O)OCC(C)(C1=CC(=CC=C1)C(F)(F)F)NC(NC1=C(C=CC=C1CNC(N(C)C)=O)N)=S)(C)C